1-Diphenylmethylazetidin-3-yl methanesulfonate CS(=O)(=O)OC1CN(C1)C(C1=CC=CC=C1)C1=CC=CC=C1